Cl.S1(C=2C(OCC3(N1)CNCC3)=C(NC2)C(=O)N)(=O)=O spiro[pyrrolidine-3,3'-pyrrolo[3,4-b][1,4,5]oxathiazepine]-6'-carboxamide 1',1'-dioxide hydrochloride